C(OCCOC1=CC=CC=C1)(OOOOC(OCCOC1=CC=CC=C1)=O)=O bis(2-phenoxyethyl) peroxy dicarbonate